Cl.OCCN[C@H]1CCC2=C(C=CC=C12)C1=NOC(=N1)C=1C=CC(=C(C#N)C1)OC(C)C 5-(3-{(1S)-1-[(2-hydroxyethyl)amino]-2,3-dihydro-1H-inden-4-yl}-1,2,4-oxadiazol-5-yl)-2-[(propan-2-yl)oxy]benzonitrile monohydrochloride